5-(3-bicyclo[1.1.1]pentanyl)-3-(4-bromophenyl)-1,2,4-oxadiazole C12CC(C1)(C2)C2=NC(=NO2)C2=CC=C(C=C2)Br